5-(benzyloxy)-1-(but-3-en-2-yl)-N-(2,4-difluorobenzyl)-3-(2-methylbut-3-en-2-yl)-4,6-dioxo-2,3,4,6-tetrahydro-1H-pyrido[2,1-f][1,2,4]triazine-7-carboxamide C(C1=CC=CC=C1)OC=1C(C(=CN2N(CN(C(C21)=O)C(C)(C=C)C)C(C)C=C)C(=O)NCC2=C(C=C(C=C2)F)F)=O